Cl.NC1=CC(=NC(=C1)NC1=CC(=CC=C1)F)C(=O)NC=1C=C(C=CC1)C 4-Amino-6-((3-fluorophenyl)amino)-N-(m-tolyl)pyridineamide hydrochloride